N1CC(C1)OC1=CC=C2C=C(C(=C(C2=C1)F)N1CC(NS1(=O)=O)=O)OCC1=CC=CC=C1 5-(7-(Azetidine-3-yloxy)-3-(benzyloxy)-1-fluoronaphthalen-2-yl)-1,2,5-thiadiazolidin-3-one 1,1-dioxide